4,4,5,5-tetramethyl-2-(3',3',4',7'-tetramethyl-2',3'-dihydrospiro[fluorene-9,1'-inden]-2-yl)-1,3,2-dioxaborolane CC1(OB(OC1(C)C)C1=CC2=C(C=C1)C1=CC=CC=C1C21CC(C2=C(C=CC(=C12)C)C)(C)C)C